Benzyl (S)-5-bromo-1-((4-(ethoxycarbonyl) phenyl) carbamoyl)-3,4-dihydroisoquinoline-2(1H)-formate BrC1=C2CCN([C@@H](C2=CC=C1)C(NC1=CC=C(C=C1)C(=O)OCC)=O)C(=O)OCC1=CC=CC=C1